3-(3-Hydroxyphenyl)-1-(4-nitrophenyl)prop-2-en-1-one OC=1C=C(C=CC1)C=CC(=O)C1=CC=C(C=C1)[N+](=O)[O-]